N-(1-(3-cyano-1-methyl-1H-indazol-6-yl)ethyl)-2-methylpropane-2-sulfinamide C(#N)C1=NN(C2=CC(=CC=C12)C(C)NS(=O)C(C)(C)C)C